3-phenyl-5H-1,4,2-dioxazol-5-one C1(=CC=CC=C1)C1=NOC(O1)=O